C(C)(C)NC(=O)C1=CN(CC(C2=C1NC=1C=CC(=CC21)F)(C)C)C(C2=CC(=C(C=C2)F)F)=O 9-fluoro-3-(3,4-difluoro-benzoyl)-1,1-dimethyl-1,2,3,6-tetrahydro-azepino[4,5-b]indole-5-carboxylic acid isopropylamide